3-((7-chloro-5-fluoro-6-(2-fluoro-6-hydroxyphenyl)-2,3-dioxo-3,4-dihydroquinoxalin-1(2H)-yl)methyl)azetidine-1-carboxylic acid tert-butyl ester C(C)(C)(C)OC(=O)N1CC(C1)CN1C(C(NC2=C(C(=C(C=C12)Cl)C1=C(C=CC=C1O)F)F)=O)=O